acryloxyoctyl-dichlorosilane C(C=C)(=O)OCCCCCCCC[SiH](Cl)Cl